BrC1=NN(C=2C1=NC=C(C2)C(=O)NC2(CS(C2)(=O)=O)C)C(C)C 3-Bromo-1-isopropyl-N-(3-methyl-1,1-dioxidothietan-3-yl)-1H-pyrazolo[4,3-b]pyridine-6-carboxamide